2-(6-(((1S,4S,5S,6R)-6-fluoro-1,2-dimethyl-2-azabicyclo[2.2.2]octan-5-yl)(methyl)amino)pyridazin-3-yl)-5-(1H-imidazol-1-yl)phenol F[C@@H]1[C@H]([C@@H]2CN([C@]1(CC2)C)C)N(C2=CC=C(N=N2)C2=C(C=C(C=C2)N2C=NC=C2)O)C